(tert-butoxycarbonyl)-4'-oxo-3',4'-dihydro-2'H-spiro[cyclopropane-1,1'-isoquinoline] C(C)(C)(C)OC(=O)N1C2(C3=CC=CC=C3C(C1)=O)CC2